ClC=1C(=NC(=NC1)NC1CCOCC1)C1=CC=C2CN(C(C2=C1)=O)CC(=O)NC(C)C1CN(CCC1)C(=O)OC(C)(C)C tert-Butyl 3-{1-[2-(6-{5-chloro-2-[(oxan-4-yl)amino]pyrimidin-4-yl}-1-oxo-2,3-dihydro-1H-isoindol-2-yl)acetamido]ethyl}piperidine-1-carboxylate